1-(2,2-bis(3-chlorophenyl)tetrahydrofuran-3-yl)-N,N-dimethylmethanamine ClC=1C=C(C=CC1)C1(OCCC1CN(C)C)C1=CC(=CC=C1)Cl